6-(cyclopropylmethoxy)-2-(4,4-dimethoxycyclohexyl)-5-nitro-indazole C1(CC1)COC=1C(=CC2=CN(N=C2C1)C1CCC(CC1)(OC)OC)[N+](=O)[O-]